OC1CCN(CC1)C=1C=C(C=C2C(N(C=3N(C12)[C@@H](CN3)C)CC=3C=NN(C3)C)=O)S(=O)(=O)NC3(CC3)C (1R)-9-(4-hydroxypiperidin-1-yl)-1-methyl-N-(1-methylcyclopropyl)-4-[(1-methylpyrazol-4-yl)methyl]-5-oxo-1H,2H-imidazo[1,2-a]quinazoline-7-sulfonamide